IC1=C(C=C(C(=C1)OC)OC)CCO 2-(2-iodo-4,5-dimethoxyphenyl)ethan-1-ol